4-ethynyl-piperidine-4-carboxylic acid hydrochloride Cl.C(#C)C1(CCNCC1)C(=O)O